COC=1C=C2C(=CC=NC2=CC1OC)OC1=CC=C(C=C1)N(C(=O)C1(CC1)C(=O)N)C1=CC=C(C=C1)F N-(4-(6,7-dimethoxyquinolin-4-yloxy)phenyl)-N-(4-fluorophenyl)cyclopropane-1,1-dicarboxamide